OC=1C=NC(=NC1)C(=O)OC methyl 5-hydroxypyrimidine-2-carboxylate